BrCCNS(=O)(=O)C(C)(C)C 2-methylpropane-2-sulfonic acid (2-bromo-ethyl)-amide